FC1=C(C=CC=C1)C1=C(C=CC=C1)OB(O)O (2'-fluoro-[1,1'-biphenyl]-2-yl)boric acid